C(C)OC(=O)C1CN(CCC2=C1NC=1CCCCC21)C(C2=CC=C(C=C2)F)=O 3-(4-fluoro-benzoyl)-1,2,3,4,5,6,7,8,9,10-decahydro-azepino[4,5-b]indole-5-carboxylic acid ethyl ester